O1N=NC(=C1)C1=CC=C(C=C1)C1=CN=C2N1N=C(C=C2)N2C[C@@H](O[C@@H](C2)C)C (2S,6R)-4-(3-(4-(1,2,3-oxadiazol-4-yl)phenyl)imidazo[1,2-b]pyridazin-6-yl)-2,6-dimethylmorpholine